C([C@H]([C@@H](CO)O)O)O (2R,3R)-butane-1,2,3,4-tetrol